N1C(=CC2=CC=CC=C12)C(=O)N1CC=2N(CC1)N=CC2N2CC(CC2=O)C2=C(C(=O)O)C=CC=C2 2-{1-[5-(1H-indole-2-carbonyl)-4H,5H,6H,7H-pyrazolo[1,5-a]pyrazin-3-yl]-5-oxopyrrolidin-3-yl}benzoic Acid